CC1=NN2C(C=C(C(=C2)C)NC(=O)N2CCC=3C2=NC=CC3N3C[C@H](N(CC3)C(=O)OC(C)(C)C)C)=C1 tert-butyl (R)-4-(1-((2,6-dimethylpyrazolo[1,5-a]pyridin-5-yl)carbamoyl)-2,3-dihydro-1H-pyrrolo[2,3-b]pyridin-4-yl)-2-methylpiperazine-1-carboxylate